C1(=CC=CC=C1)C1=NC=2N(C(=C1)N1C[C@H](CC1)O)N=CC2 (S)-1-(5-phenylpyrazolo[1,5-a]pyrimidin-7-yl)pyrrolidin-3-ol